BrC=1C=C(C=CC1)[C@@H](C)NC1=NC(=NC2=CC(=C(C=C12)OC)OCCCCCCCN1CC(CCC1)(F)F)C (R)-N-(1-(3-bromophenyl)ethyl)-7-((7-(3,3-difluoropiperidin-1-yl)heptyl)oxy)-6-methoxy-2-methylquinazolin-4-amine